2-ferrocenecarboxylic acid ethyl ester C(C)OC(=O)C=1[CH-]C=CC1.[CH-]1C=CC=C1.[Fe+2]